BrC1=CC=C(S1)CNCC(=O)NCC1=CC=C(C=C1)I 2-(((5-bromothiophen-2-yl)methyl)amino)-N-(4-iodobenzyl)acetamide